Ethyl-5-(4-hydroxybut-1-yn-1-yl)thiophene C(C)C=1SC(=CC1)C#CCCO